The molecule is an optically active form of lysinate having L-configuration. It has a role as an Escherichia coli metabolite, a Saccharomyces cerevisiae metabolite and a plant metabolite. It is a lysinate and a L-alpha-amino acid anion. It is a conjugate base of a L-lysine. It is an enantiomer of a D-lysinate. C(CCN)C[C@@H](C(=O)[O-])N